C(C)(=O)N1CC(C(C(C1)=CC1=CC(=C(C(=C1)OC)OC)O)=O)=CC1=CC(=C(C(=C1)OC)OC)O 1-acetyl-3,5-bis(3-hydroxy-4,5-dimethoxybenzylidene)piperidin-4-one